8-(1-((2S,4S)-2-(cyanomethyl)-1-((E)-4-methoxybut-2-enoyl)piperidin-4-yl)-6-fluoro-8-methyl-4-(((S)-1-methylpyrrolidin-2-yl)methoxy)-1H-pyrazolo[4,3-c]quinolin-7-yl)-1-naphthonitrile C(#N)C[C@H]1N(CC[C@@H](C1)N1N=CC=2C(=NC=3C(=C(C(=CC3C21)C)C=2C=CC=C1C=CC=C(C21)C#N)F)OC[C@H]2N(CCC2)C)C(\C=C\COC)=O